5-hydroxy-3-methyl-5',6'-dihydro-[2,3'-bipyridine]-1'(4'H)-carboxylic acid tert-butyl ester C(C)(C)(C)OC(=O)N1C=C(CCC1)C1=NC=C(C=C1C)O